C(C)(=O)N([C@@](C([2H])[2H])(C(=O)O)[2H])[2H] N-Acetyl-L-alanin-d4